diethoxysuccinic Acid C(C)OC(C(C(=O)O)OCC)C(=O)O